ClC1=CC(=C(C=C1)C1=NC(=CC=2C1=NC=C(N2)C)[C@@H]2C[C@H](OCC2)C=2C=NN(C2)C)F 5-(4-chloro-2-fluorophenyl)-2-methyl-7-((2S,4S)-2-(1-methyl-1H-pyrazol-4-yl)tetrahydro-2H-pyran-4-yl)pyrido[3,4-b]pyrazine